4-((2-(Aminomethyl)-3-fluoroallyl)oxy)-N-((1,2,3,5,6,7-hexahydro-s-indacen-4-yl)carbamoyl)benzenesulfonamide, 2,2,2-trifluoroacetate salt FC(C(=O)O)(F)F.NCC(COC1=CC=C(C=C1)S(=O)(=O)NC(NC1=C2CCCC2=CC=2CCCC12)=O)=CF